CC1=C(C=C2C(=N1)NC(=N2)CCNC2=NC=CC1=CC=C(C=C21)C2=NOC(=N2)C)C(=O)OCC ethyl 5-methyl-2-(2-{[7-(5-methyl-1,2,4-oxadiazol-3-yl) isoquinolin-1-yl] amino} ethyl)-3H-imidazo[4,5-b]pyridine-6-carboxylate